2,5-dimethyl-2-t-butylperoxy-hydroperoxyhexane CC(COO)(CCC(C)C)OOC(C)(C)C